tert-butyl (4-amino-2-fluoro-5-formylphenyl)carbamate NC1=CC(=C(C=C1C=O)NC(OC(C)(C)C)=O)F